O=C1NC(CCC1N1C(C2=CC=CC(=C2C1=O)C[NH-])=O)=O [2-(2,6-dioxo-piperidin-3-yl)-1,3-dioxo-2,3-dihydro-1H-isoindol-4-ylmethyl]-amide